2-(pyridin-2-yl)cyclopropanecarboxylic acid N1=C(C=CC=C1)C1C(C1)C(=O)O